N,N-dimethyl-4-(2-{[piperidin-3-yl]amino}-5-(trifluoromethyl)pyrimidin-4-yl)-1H-imidazole-2-carboxamide CN(C(=O)C=1NC=C(N1)C1=NC(=NC=C1C(F)(F)F)NC1CNCCC1)C